N-(o-tolylsulfonyl)pyridine-3-carboxamide succinimidyl-6-(β-maleimidopropionamido)-hexanoate C1(CCC(N1C(C(=O)O)CCCCNC(CCN1C(C=CC1=O)=O)=O)=O)=O.C1(=C(C=CC=C1)S(=O)(=O)NC(=O)C=1C=NC=CC1)C